ClC1=C(C=CC=C1)C=1SC(=NN1)C1=CC=CC=C1 2-(2-chlorophenyl)-5-phenyl-1,3,4-thiadiazole